ClC1=C2C(=NC=C1OC=1C=NN3C1C=NC=C3)N=C(N2C)NC2=CC(=CC(=C2)C(F)(F)F)O[C@@H]2CN(CC2)C (S)-7-chloro-1-methyl-N-(3-((1-methylpyrrolidin-3-yl)oxy)-5-(trifluoromethyl)phenyl)-6-(pyrazolo[1,5-a]pyrazin-3-yloxy)-1H-imidazo[4,5-b]pyridin-2-amine